3-(3,5-dimethoxyanilino)-1-(2,2,2-trifluoroethyl)pyrrolidin-2-one COC=1C=C(NC2C(N(CC2)CC(F)(F)F)=O)C=C(C1)OC